2,3-dihydro-benzofuran-5-carboxylic acid [2-(1-aza-spiro[3.3]hept-1-yl)-benzooxazol-5-yl]-amide N1(CCC12CCC2)C=2OC1=C(N2)C=C(C=C1)NC(=O)C=1C=CC2=C(CCO2)C1